3-{5-[(R)-(1,3-dimethyl-azetidin-3-yl)-hydroxy-(4-isopropyl-phenyl)-methyl]-pyridin-3-yl}-8,8-difluoro-1-oxa-3-aza-spiro[4.5]decan-2-one CN1CC(C1)(C)[C@@](C=1C=C(C=NC1)N1C(OC2(C1)CCC(CC2)(F)F)=O)(C2=CC=C(C=C2)C(C)C)O